Z-butyl 4-[[4-[(6-chloro-3-nitro-2-pyridyl)amino]phenyl]methyl]piperazine-1-carboxylate ClC1=CC=C(C(=N1)NC1=CC=C(C=C1)CN1CCN(CC1)C(=O)OCCCC)[N+](=O)[O-]